CC=1N=C(SC1C(=O)O[C@H](C(F)(F)F)C)NC(=O)C1CC(C1)NC1=NC=CC2=CC=C(C=C12)C1=NOC(=N1)C [(1S)-2,2,2-trifluoro-1-methyl-ethyl] 4-methyl-2-[[3-[[7-(5-methyl-1,2,4-oxadiazol-3-yl)-1-isoquinolyl]amino]cyclobutanecarbonyl]amino]thiazole-5-carboxylate